[Si](C1=CC=CC=C1)(C1=CC=CC=C1)(C(C)(C)C)OCCC(CC(CCC1=CC=C(C=C1)OC)=O)OC 7-((Tert-Butyldiphenylsilyl)oxy)-5-methoxy-1-(4-methoxyphenyl)heptan-3-one